CN(C1=C2COC(=O)C2=CC=C1)C 4-dimethylaminophthalide